OCC1N(CCSC1)C(=O)C=1C(=NC=CC1)CC(=O)OCC ethyl 2-[3-[3-(hydroxymethyl)thiomorpholine-4-carbonyl]pyridin-2-yl]acetate